C1OC2=C(O1)C=C(C=C2)C(C(=O)O)O The molecule is a 2-hydroxy monocarboxylic acid that is mandelic acid in which positions 3 and 4 on the benzene ring are substituted by a methylenedioxy group. It has a role as a metabolite. It is a 2-hydroxy monocarboxylic acid and a member of benzodioxoles. It derives from a mandelic acid.